1-[3-fluoro-5-(2-aminoethylamino)phenyl]-3-[5-chloro-2-(2-hydroxyethyl)phenyl]urea FC=1C=C(C=C(C1)NCCN)NC(=O)NC1=C(C=CC(=C1)Cl)CCO